benzyl L-Glutamate Hydrochloride Cl.N[C@@H](CCC(=O)O)C(=O)OCC1=CC=CC=C1